FC(CNC1=NN2C(C=N1)=C(C=C2)C=2C=C1C(=NC2)N=C(N1C(C)C)C)(C)C N-(2-Fluoro-2-methylpropyl)-5-(1-isopropyl-2-methyl-1H-imidazo[4,5-b]pyridin-6-yl)pyrrolo[2,1-f][1,2,4]triazin-2-amine